OC(COC[C@H](N)C(=O)O)(C)C O-(2-hydroxy-2-methylpropyl)-L-serine